CC12C(C(CC3=CC=CC=C13)C(=O)O)(C(=O)OC2=O)C(=O)O 1-methyl-dicarboxyl-1,2,3,4-tetrahydronaphthalenedicarboxylic anhydride